(3aS,6aR)-2-tert-butyl-1-methyl-5-((4,4,5,5-tetramethyl-1,3,2-dioxaborolan-2-yl)methyl)hexahydrocyclopenta[c]pyrrole C(C)(C)(C)N1C([C@H]2[C@@H](C1)CC(C2)CB2OC(C(O2)(C)C)(C)C)C